NC=1C(=NN(C1)C1CCN(CC1)CCCCCC1=C2C(N(C(C2=CC=C1)=O)C1C(NC(CC1)=O)=O)=O)C(F)F 5-[4-[4-Amino-3-(difluoromethyl)pyrazol-1-yl]-1-piperidyl]pentyl-2-(2,6-dioxo-3-piperidyl)isoindoline-1,3-dione